COC=1C=C(C#N)C=CC1OCCOC1=CC(=CC=C1)N1C(=NC=C1)C 3-methoxy-4-(2-(3-(2-methyl-1H-imidazol-1-yl)phenoxy)ethoxy)benzonitrile